tris(dimethylamino)phosphonium hexafluorophosphate bromide [Br-].F[P-](F)(F)(F)(F)F.CN(C)[PH+](N(C)C)N(C)C.CN(C)[PH+](N(C)C)N(C)C